BrC1=C(NC(C2=CC=C(C=C12)Br)=O)C1=CC=CC=C1 4,6-dibromo-3-phenylisoquinolin-1(2H)-one